OC1=C(OCC(=O)OC(C)(C)C)C=C(C=C1OC)O tert-butyl 2-(2,5-dihydroxy-3-methoxyphenoxy)acetate